NC/C(/CN1N=CN(C1=O)CC=1SC(=CC1)C=1C=NN(C1)C1CCNCC1)=C\F 2-[(2E)-2-(aminomethyl)-3-fluoroprop-2-en-1-yl]-4-({5-[1-(piperidin-4-yl)-1H-pyrazol-4-yl]thiophen-2-yl}methyl)-2,4-dihydro-3H-1,2,4-triazol-3-one